C(C1=CC=CC=C1)C1=CC2=C(N=CN=C2)N(C1=O)C1CCCC1 6-benzyl-8-cyclopentyl-8H-pyrido[2,3-d]Pyrimidin-7-one